N=1C=C(N2C1C=CC=C2)C=2C=1N(C(=NC2C)N2CCC3(CCC[C@H]3N)CC2)C=CN1 (R)-8-(8-(imidazo[1,2-a]pyridin-3-yl)-7-methylimidazo[1,2-c]pyrimidin-5-yl)-8-azaspiro[4.5]decan-1-amine